ClC=1C(=CC(=C(C1)S(=O)(=O)N1CCN(CC1)C[C@H](C)NC1=NC=NC2=C(C=CC=C12)C(=O)N(C)C)F)NC(C)=O 4-{[(2S)-1-[4-(5-chloro-4-acetamido-2-fluorobenzenesulfonyl)piperazin-1-yl]propan-2-yl]amino}-N,N-dimethylquinazoline-8-carboxamide